C1(CCCC1)C=1C=2C=CC=CC2C2N3N(C(C21)(C)C)C(CC3(C)C)=O 9-Cyclopentyl-3,3,10,10-tetramethyl-2,3,4a,10-tetrahydro-1H-indeno[1,2-c]pyrazolo[1,2-a]pyrazol-1-one